cobalt-bis(trifluoromethylsulfonyl)imide [N-](S(=O)(=O)C(F)(F)F)S(=O)(=O)C(F)(F)F.[Co+2].[N-](S(=O)(=O)C(F)(F)F)S(=O)(=O)C(F)(F)F